5-(1-((1-hydroxycyclobutyl)methyl)-1H-pyrazol-4-yl)-6-(2-methylimidazo[1,2-a]pyridin-7-yl)picolinonitrile OC1(CCC1)CN1N=CC(=C1)C=1C=CC(=NC1C1=CC=2N(C=C1)C=C(N2)C)C#N